1,3,5-tris(1-phenyl-1H-benzimidazol-2-yl)benzene C1(=CC=CC=C1)N1C(=NC2=C1C=CC=C2)C2=CC(=CC(=C2)C2=NC1=C(N2C2=CC=CC=C2)C=CC=C1)C1=NC2=C(N1C1=CC=CC=C1)C=CC=C2